C12CCC(C3OC4=CC=CC=C4CC13)C2 2,3,4,4a,9,9a-Hexahydro-1H-1,4-methanoxanthene